(2-Methyl-allyl)palladium CC(C[Pd])=C